1-[(1S)-1-(4-pyridyl)ethyl]-1H-imidazole-4-carboxylic acid ethyl ester C(C)OC(=O)C=1N=CN(C1)[C@@H](C)C1=CC=NC=C1